FC1=CC=C(C=C1)/C=C/C(=O)C1=C(C=CC=C1)O (E)-3-(4-Fluorophenyl)-1-(2-hydroxyphenyl)prop-2-en-1-one